FC(C1(OC(CCCS1)=O)C(F)(F)F)(F)F 2,2-bis(trifluoromethyl)-1,3-oxa-thiepan-7-one